1-(4-bromophenyl)-cyclopropanecarbonitrile BrC1=CC=C(C=C1)C1(CC1)C#N